COC(N(C)CCN1CCN(CC1)CC(NC1=NC=CC(=C1)NC1=C(N=NC(=C1)C1=C(C=CC(=C1)Cl)F)CO)=O)=O Methyl-N-[2-(4-{[(4-{[6-(5-Chloro-2-Fluorophenyl)-3-(Hydroxymethyl)Pyridazin-4-yl]Amino}Pyridin-2-yl)Carbamoyl]Methyl}Piperazin-1-yl)Ethyl]-N-Methylcarbamat